dimethyl-lauramide isostearate C(CCCCCCCCCCCCCCC(C)C)(=O)O.CC(C(=O)N)(CCCCCCCCCC)C